ClC1=CC(=C(C(=C1)C(NC)=O)C1=C(N(N=C1)C1=NC=CC=C1Cl)C(=O)N)C [4-chloro-2-methyl-6-(methylcarbamoyl)phenyl]-2-(3-chloro-2-pyridyl)pyrazole-3-carboxamide